C(CCC)OC(NS(=O)(=O)C1=C(N=C(S1)CC(C)C)C1=CC=C(C=C1)CN1C(=NC=C1)C(C)(C)O)=O ((4-(4-((2-(2-hydroxyprop-2-yl)-1H-imidazol-1-yl)methyl)phenyl)-2-isobutylthiazol-5-yl)Sulfonyl)carbamic acid butyl ester